FC(C(=O)[O-])(F)F.C(=O)(O)C1=C(CN2C3=C(C4=CC=CC=C24)CC[NH+](C3)C)C=CC=C1 9-(2-carboxybenzyl)-2-methyl-2,3,4,9-tetrahydro-1H-pyrido[3,4-b]indol-2-ium 2,2,2-trifluoroacetate